8-bromo-7-chloro-6-(2,6-difluorophenyl)-4H-benzo[f]imidazo[1,2-a][1,4]diazepine-2-carbaldehyde BrC=1C=CC2=C(C(=NCC=3N2C=C(N3)C=O)C3=C(C=CC=C3F)F)C1Cl